6-α-naphthyl-5-t-butyl-2-thiouracil C1(=CC=CC2=CC=CC=C12)C1=C(C(NC(N1)=S)=O)C(C)(C)C